6-(2-(methylsulfonyl)pyrimidine-5-yl)hex-5-ynamide CS(=O)(=O)C1=NC=C(C=N1)C#CCCCC(=O)N